CC1=C(C(=CC=C1)C)C(=O)C1=C(C=CC=C1C)C 2,6-dimethylphenyl ketone